(E)-(4-(3-(N-((5-(2-methoxypyridin-4-yl)-2,3-dihydro-1H-inden-4-yl)carbamoyl)sulfamoyl)-1H-pyrazol-1-yl)but-2-en-2-yl)boronic acid COC1=NC=CC(=C1)C=1C(=C2CCCC2=CC1)NC(=O)NS(=O)(=O)C1=NN(C=C1)C/C=C(/C)\B(O)O